4-({1-[2-(2,6-dioxopiperidin-3-yl)-1,3-dioxoisoindol-4-yl]piperidin-4-yl}methyl)benzoic acid O=C1NC(CCC1N1C(C2=CC=CC(=C2C1=O)N1CCC(CC1)CC1=CC=C(C(=O)O)C=C1)=O)=O